N,N-Diethyltryptamine C(C)N(CCC1=CNC2=CC=CC=C12)CC